N-(3-fluoro-2'-hydroxy-3'-(3-(4-(oxetan-3-yl)piperazin-1-yl)isoxazol-5-yl)-[1,1'-biphenyl]-4-yl)acetamide FC=1C=C(C=CC1NC(C)=O)C1=C(C(=CC=C1)C1=CC(=NO1)N1CCN(CC1)C1COC1)O